3-[4-(1-tert-butoxycarbonylpyrazol-4-yl)-2-methyl-phenoxy]-6-(trifluoromethyl)pyridazine-4-carboxylate lithium salt [Li+].C(C)(C)(C)OC(=O)N1N=CC(=C1)C1=CC(=C(OC=2N=NC(=CC2C(=O)[O-])C(F)(F)F)C=C1)C